O=C1NC(CCC1N1C(C2=CC=C(C=C2C1=O)N1CCN(CC1)CCCN1CCN(CC1)C1=CC=C(C=C1)C(=O)C=1C2=C(SC1C1=CC=C(C=C1)OC)C=C(C=C2)OC)=O)=O 2-(2,6-dioxopiperidin-3-yl)-5-(4-(3-(4-(4-(2-(4-methoxyphenyl)-6-methoxybenzo[b]thiophene-3-carbonyl)phenyl)piperazin-1-yl)propyl)piperazin-1-yl)isoindoline-1,3-dione